O.Cl[Ir-3](Cl)(Cl)(Cl)(Cl)Cl.[Na+].[Na+].[Na+] sodium hexachloroiridium (III) hydrate